CN1N=CC(=C1)C=1NN=C(C1)C(=O)O 1'-methyl-1'H,2H-[3,4'-bipyrazole]-5-carboxylic acid